3,3,3-trifluoro-N-[[2-fluoro-4-[5-(trifluoromethyl)-1,2,4-oxadiazol-3-yl]phenyl]methyl]propane-1-sulfonamide FC(CCS(=O)(=O)NCC1=C(C=C(C=C1)C1=NOC(=N1)C(F)(F)F)F)(F)F